C1(CC1)N1N=C(C(=C1)C(C)NC1CCN(CC1)C1=C(C=CC=C1F)C(F)F)NCC1=C(C=CC=C1)C(F)(F)F {1-[1-Cyclopropyl-3-(2-trifluoromethyl-benzylamino)-1H-pyrazol-4-yl]-ethyl}-[1-(2-difluoromethyl-6-fluorophenyl)-piperidin-4-yl]-amine